N-benzyl-2-(2,5-dimethoxy-4-methyl-phenyl)ethanamine C(C1=CC=CC=C1)NCCC1=C(C=C(C(=C1)OC)C)OC